1-methyl-N-(5-((1s,3s)-3-(4-(trifluoromethyl)phenyl)cyclobutoxy)-1H-indol-3-yl)-1H-imidazole-2-carboxamide CN1C(=NC=C1)C(=O)NC1=CNC2=CC=C(C=C12)OC1CC(C1)C1=CC=C(C=C1)C(F)(F)F